(1R)-methyl chloroformate ClC(=O)OC